tert-butyl (1R,3S,5R)-3-(((E)-2-fluoro-3-phenylbut-2-en-1-yl) carbamoyl)-2-azabicyclo[3.1.0]Hexane-2-carboxylate F\C(\CNC(=O)[C@H]1N([C@@H]2C[C@@H]2C1)C(=O)OC(C)(C)C)=C(/C)\C1=CC=CC=C1